ClC=1C(=NC=C(C1CC=O)Cl)C(=C)OCC 2-[3,5-dichloro-2-(1-ethoxyvinyl)-4-pyridyl]ethanone